CC1=CC(=CC2=C1N=C(S2)N)N methylbenzo[d]thiazole-2,6-diamine